C(C)(C)(C)OC(=O)N1CCN(CC1)C1=C(C=C(C=C1)N)C(F)(F)F 4-(4-amino-2-(trifluoromethyl)phenyl)piperazine-1-carboxylic acid tert-butyl ester